N[C@H](C(=O)N1[C@@H](C[C@H](C1)O)C(=O)N[C@@H](CO)C1=CC=C(C=C1)C#C)C(C)(C)C (2S,4R)-1-((S)-2-amino-3,3-dimethylbutanoyl)-N-((R)-1-(4-ethynylphenyl)-2-hydroxyethyl)-4-hydroxypyrrolidine-2-carboxamide